isopropyl (S)-6-diazo-2-((S)-2-hydroxy-3-(1H-indol-3-yl)propanamido)-5-oxohexanoate [N+](=[N-])=CC(CC[C@@H](C(=O)OC(C)C)NC([C@H](CC1=CNC2=CC=CC=C12)O)=O)=O